ClC1=CC=C(C2=CC(=CC=C12)OC1CC1)CCNC(C)=O N-(2-(4-chloro-7-cyclopropyloxynaphthalen-1-yl)ethyl)acetamide